COC(C1=C(C=C(C=C1F)OCC1CCOCC1)F)=O 2,6-difluoro-4-(tetrahydropyran-4-ylmethoxy)benzoic acid methyl ester